C(CCCC)NC(O)=O.C(CCCC)NC(O)=O.CC1=CC=CC=C1 Toluene-bis(amyl carbamate)